C1(CC1)N1N=NC=C1 1-cyclopropyl-1,2,3-triazol